(4R)-N-{2,3-dimethoxy-6H,7H,8H-cyclopenta[b]1,5-naphthyridin-9-yl}-1-propylazepan-4-amine COC=1N=C2C(=C3C(=NC2=CC1OC)CCC3)N[C@H]3CCN(CCC3)CCC